C[C@H]1N(CCOC1)C=1N=C(C2=C(N1)N=CC=C2)N2C(CC2)C=2C(=NC=CC2)C(F)(F)F (3R)-3-methyl-4-(4-(2-(2-(trifluoromethyl)pyridin-3-yl)azetidin-1-yl)pyrido[2,3-d]pyrimidin-2-yl)morpholine